C(C1=CC=CC=C1)OC(=O)N[C@@H](CCC(=O)OCC1=CC=CC=C1)C(=O)NCCCCCC(=O)NCCO[C@H]1[C@@H](O)[C@H](O)[C@H](O)[C@@H](O1)C Benzyl (S)-4-{[(benzyloxy)carbonyl]amino}-5-{[6-({2-[(α-L-fucopyranosyl)oxy]ethyl}amino)-6-oxohexyl]amino}-5-oxopentanoate